1-[5-Chloro-4-(4,4-difluorocyclohexen-1-yl)-2-pyridyl]-3,3-difluoro-cyclobutanecarbonitrile ClC=1C(=CC(=NC1)C1(CC(C1)(F)F)C#N)C1=CCC(CC1)(F)F